N-(4-((R)-2-(5-Chloro-2-fluorophenyl)propyl)-6-(((R)-1-hydroxy-4-methylpentan-2-yl)amino)-1,3,5-triazin-2-yl)methanesulfonamide ClC=1C=CC(=C(C1)[C@@H](CC1=NC(=NC(=N1)N[C@@H](CO)CC(C)C)NS(=O)(=O)C)C)F